B([O-])(O)O.C(CC(=O)O)(=O)OCCCCCCCCCCCCCCCC.[Li+] Lithium hexadecyl (malonate) borate